C(C1=CC=CC=C1)N1C(C(CC1)NC(C(=O)C1=CNC2=CC=CC=C12)=O)=O N-(1-benzyl-2-oxopyrrolidin-3-yl)-2-(1H-indol-3-yl)-2-oxoacetamide